FC1=CC(=C(C=C1)C1=CC(=NC=C1)CC(=O)NC1=CC=C(N=N1)CCCCN1N=NC(=C1)C(=O)NC)C(F)(F)F 1-(4-(6-(2-(4-(4-fluoro-2-(trifluoromethyl)phenyl)pyridin-2-yl)acetamido)pyridazin-3-yl)butyl)-N-methyl-1H-1,2,3-triazole-4-carboxamide